1-(6Z,9Z,12Z-octadecatrienoyl)-2-(8Z,11Z,14Z-eicosatrienoyl)-glycero-3-phosphocholine CCCCC/C=C\C/C=C\C/C=C\CCCCCCC(=O)O[C@H](COC(=O)CCCC/C=C\C/C=C\C/C=C\CCCCC)COP(=O)([O-])OCC[N+](C)(C)C